acrylyl chloride C(C=C)(=O)Cl